N1=CC(=C2N1CCCC2)C(=O)O 4,5,6,7-tetrahydropyrazolo[1,5-a]pyridine-3-carboxylic acid